N-(3-hydroxypyridine-2-yl)acetamide OC=1C(=NC=CC1)NC(C)=O